2-(3-(methylcarbamoyl)azetidin-1-yl)pyrimidine-5-carboxamide CNC(=O)C1CN(C1)C1=NC=C(C=N1)C(=O)N